4-amino-1-(3-(pyrrolidin-1-yl)benzyl)-1H-imidazo[4,5-c]quinolin-2(3H)-one NC1=NC=2C=CC=CC2C2=C1NC(N2CC2=CC(=CC=C2)N2CCCC2)=O